(R)-8-((3S,5R)-4-propenoyl-3,5-dimethylpiperazin-1-yl)-11-(4-chlorothien-2-yl)-3-(pyrimidin-2-yl)-10-(trifluoromethyl)-3,4-dihydro-2H,6H-[1,4]thiazepino[2,3,4-ij]quinazolin-6-one C(C=C)(=O)N1[C@H](CN(C[C@H]1C)C1=NC(N2C3=C(C(=C(C=C13)C(F)(F)F)C=1SC=C(C1)Cl)SC[C@H](C2)C2=NC=CC=N2)=O)C